3-ethyl-1-methyl-5-(4,4,5,5-tetramethyl-1,3,2-dioxaborolan-2-yl)pyrazole C(C)C1=NN(C(=C1)B1OC(C(O1)(C)C)(C)C)C